1-(3-(1-Methylcyclopropyl)phenyl)-3-azabicyclo[3.1.0]hexane CC1(CC1)C=1C=C(C=CC1)C12CNCC2C1